C(#N)C1CC2(C1)CC(N(CC2)CC2=C1C=CNC1=C(C=C2OC)C)C2=CC=C(C(=O)N1C(CCC1)CC(=O)O)C=C2 2-(1-(4-(2-cyano-7-((5-methoxy-7-methyl-1H-indol-4-yl)methyl)-7-azaspiro[3.5]nonan-6-yl)benzoyl)pyrrolidin-2-yl)acetic acid